Disulfocatechol S(=O)(=O)(O)C=1C(=C(C(O)=CC1)O)S(=O)(=O)O